5-Hydroxyspiro[1,4-dihydroquinoline-3,1'-cyclopropane] OC1=C2CC3(CC3)CNC2=CC=C1